F[C@H]1C[C@H](N(C1)C(C)=O)CN1N=CC=2C1=NC(=NC2)NC2=C(C=C1CCN(CC1=C2)C)OC 1-[(2S,4S)-4-fluoro-2-[[6-[(6-methoxy-2-methyl-3,4-dihydro-1H-isoquinolin-7-yl)amino]pyrazolo[3,4-d]pyrimidin-1-yl]methyl]pyrrolidin-1-yl]ethan-1-one